FC1=C(CN2C=NC(=C2)NC([C@H](C)N2C[C@H](C(CC2)(F)F)C2=CC=[N+](C=C2)[O-])=O)C=CC(=C1)F 4-((R)-1-((S)-1-((1-(2,4-difluorobenzyl)-1H-imidazol-4-yl)amino)-1-oxopropan-2-yl)-4,4-difluoropiperidin-3-yl)pyridine 1-oxide